3,5-dimethyl-1H-pyrazole-1-sulfonyl Fluoride CC1=NN(C(=C1)C)S(=O)(=O)F